N1=CC(=CC=C1)CNC=1C=C2C=C(C=NC2=CN1)C#N 6-(pyridin-3-ylmethylamino)-1,7-naphthyridin-3-carbonitrile